C1(CC1)C=1C=C(C=2N(C1)C=C(N2)CNC=2N=C(N=NC2Cl)Cl)N2C(N(C(C2)=O)C)=O 1-(6-cyclopropyl-2-(((3,6-dichloro-1,2,4-triazin-5-yl)amino)methyl)imidazo[1,2-a]pyridin-8-yl)-3-methylimidazolidine-2,4-dione